Butyl 4-(2-phenylpropan-2-yl)-3,5-divinylpiperazine-1-carboxylate C1(=CC=CC=C1)C(C)(C)N1C(CN(CC1C=C)C(=O)OCCCC)C=C